anthracenediboronic acid B(C1=C(C2=CC3=CC=CC=C3C=C2C=C1)B(O)O)(O)O